N[C@@H](CCSC)C(=O)N1C(C(N(CC1)C([C@@H](N)CCSC)=O)=O)=O bis(methionyl)-diketopiperazine